N-(2-hydroxyethyl)-3-[(prop-2-enoylamino)methyl]-1-[4-(trifluoromethoxy)phenyl]pyrazolo[3,4-b]pyridine-4-carboxamide OCCNC(=O)C=1C2=C(N=CC1)N(N=C2CNC(C=C)=O)C2=CC=C(C=C2)OC(F)(F)F